C(#N)C=1C=C(C=CC1)S(=O)(=O)C(C)(C)C1CCN(CC1)C1=NOC=C1 4-(2-((3-cyanophenyl)sulfonyl)propan-2-yl)-N-(isoxazol-3-yl)piperidine